C1=CC=C(C(=C1)CCC(=O)O)O o-hydroxyphenylpropionic acid